1-methyl-1-pentylpiperidinium C[N+]1(CCCCC1)CCCCC